4-chloro-N-(1-(6-(2-chlorophenyl)pyridazin-3-yl)piperidin-3-yl)benzamide ClC1=CC=C(C(=O)NC2CN(CCC2)C=2N=NC(=CC2)C2=C(C=CC=C2)Cl)C=C1